C(CC=C)O 3-buten-1-ol